(R)-2-(1-aminoethyl)-6-(difluoromethyl)pyridin-4-amine N[C@H](C)C1=NC(=CC(=C1)N)C(F)F